(R)-Methyl 1,2,3,4-tetrahydroquinoline-2-carboxylate N1[C@H](CCC2=CC=CC=C12)C(=O)OC